C(C)OC(C=1N(C2=CC(=CC=C2C1)C#N)C)OCC 2-(diethoxymethyl)-1-methyl-1H-indole-6-carbonitrile